5-ethylnicotinaldehyde C(C)C=1C=NC=C(C=O)C1